benzyl (2-(4-chlorophenyl)propan-2-yl)glycinate ClC1=CC=C(C=C1)C(C)(C)NCC(=O)OCC1=CC=CC=C1